7-((5-fluoro-3',6'-dihydro-[2,4'-bipyridin]-1'(2'H)-yl)methyl)pyrrolo[1,2-a]quinoxalin-4(5H)-one FC=1C=CC(=NC1)C=1CCN(CC1)CC=1C=C2NC(C=3N(C2=CC1)C=CC3)=O